FC1=C(C=C(C=C1)F)C1=NN(C(S1)C1=CC=CC=C1)C(=O)NC 5-(2,5-difluorophenyl)-N-methyl-2-phenyl-1,3,4-thiadiazole-3-carboxamide